CC(C([2H])([2H])C1=CC(=NC=C1C([2H])([2H])[2H])C1=CC=2C=CC=CC2C=2C=CC3=C(OC4=C3C=CC=C4)C12)(C)C 4-(2,2-dimethylpropyl-1,1-d2)-5-(methyl-d3)-2-(phenanthro[1,2-b]benzofuran-12-yl)pyridine